C(C)(C)C=1C(=NNC1C=1C=C(C=2N(C1)N=CN2)C)C2=CC=C(C=C2)C2N(CCC2)C2COC2 6-(4-isopropyl-3-(4-(1-(oxetan-3-yl)pyrrolidin-2-yl)phenyl)-1H-pyrazol-5-yl)-8-methyl-[1,2,4]triazolo[1,5-a]pyridine